5,5'-(1,4-phenylene)bis(2H-tetrazole) C1(=CC=C(C=C1)C=1N=NNN1)C=1N=NNN1